carboxymethyl-(acetic acid) C(=O)(O)CCC(=O)O